2-amino-N-(3-aminopropyl)-3-mercaptopropionamide NC(C(=O)NCCCN)CS